C(CCC)NC1=NC=C(C(=N1)N[C@@H]1CNCC1)C1=NC2=C(N1)C=CC(=C2)F (S)-N2-butyl-5-(5-fluoro-1H-benzo[d]imidazol-2-yl)-N4-(pyrrolidin-3-yl)pyrimidine-2,4-diamine